4-acryloyl-1-(3-((4-amino-7-methyl-5-(4-phenoxyphenyl)-7H-pyrrolo[2,3-d]pyrimidin-6-yl)ethynyl)cyclobutyl)piperazin-2-one C(C=C)(=O)N1CC(N(CC1)C1CC(C1)C#CC1=C(C2=C(N=CN=C2N)N1C)C1=CC=C(C=C1)OC1=CC=CC=C1)=O